1-[3-chloro-4-(cyclopropylmethoxy)-2-fluoro-phenyl]ethanamine ClC=1C(=C(C=CC1OCC1CC1)C(C)N)F